C1(=CC=CC=C1)C(CC)C(C#N)C#N 2-(1-phenylpropyl)malononitrile